C(C)(C)(C)OC(=O)N1C[C@@H](CCC1)N1N=C(C=2C1=NC=NC2N)C2=CC=C(C=1OCOC12)NS(=O)(=O)C1=CC2=CC=CC=C2C=C1 (R)-3-(4-amino-3-(7-(2-naphthalenesulfonamido)benzo[d][1,3]dioxol-4-yl)-1H-pyrazolo[3,4-d]pyrimidin-1-yl)piperidine-1-carboxylic acid tert-butyl ester